ClC=1C=C(C=CC1C=1N(C2=NC=NC(=C2N1)OC1(CC1)C)CC=1OC(=NN1)CC)CC(=O)N 2-(3-chloro-4-(9-((5-ethyl-1,3,4-oxadiazol-2-yl)methyl)-6-(1-methylcyclopropoxy)-9H-purin-8-yl)phenyl)acetamide